ClC1=CC=C(C(=S)N)C=C1 4-chlorothiobenzamide